O-(tetrahydrofuran-2-yl)hydroxylamine O1C(CCC1)ON